copper (acetonitrile) trifluoroacetate FC(C(=O)[O-])(F)F.C(C)#N.[Cu+2].FC(C(=O)[O-])(F)F